BrC1=CC(=C(C(=C1)[N+](=O)[O-])N[C@H]1CN(CCC1)C(=O)C1=CC=NC(=C1)C)C(=O)N1CCOCC1 (R)-4-(3-((4-bromo-2-(morpholine-4-carbonyl)-6-nitrophenyl)amino)piperidine-1-carbonyl)-6-methylpyridine